(2R,5S)-1-((3,3-difluorocyclobutyl)(4-(trifluoromethyl)phenyl)methyl)-2-ethyl-5-methylpiperazine hydrochloride Cl.FC1(CC(C1)C(N1[C@@H](CN[C@H](C1)C)CC)C1=CC=C(C=C1)C(F)(F)F)F